ClC1=CC=C2C(=NC(=NC2=C1)NC1=C(C=C(C=C1)F)F)NC1=NNC(=C1)C1CC1 7-Chloro-N2-(2,4-difluorophenyl)-N4-(5-cyclopropyl-1H-pyrazol-3-yl)quinazoline-2,4-diamine